N-[(3R,5S)-1-(8-cyanoquinoxalin-5-yl)-5-methylpiperidin-3-yl]-2-methyl-2-(1-methylpiperidin-4-yl)propionamide C(#N)C=1C=CC(=C2N=CC=NC12)N1C[C@@H](C[C@@H](C1)C)NC(C(C)(C1CCN(CC1)C)C)=O